FC=1C=C(C=C(C1)F)[C@H]1N(OCC1)C(=O)[C@@H]1[C@@H](CN(CC1)C=1OC=NN1)F ((S)-3-(3,5-difluorophenyl)isoxazolidin-2-yl)((3S,4R)-3-fluoro-1-(1,3,4-oxadiazol-2-yl)piperidin-4-yl)methanone